gold ethyne hydrochloride Cl.C#C.[Au]